2-Amino-6-phenyl-5-(2-(trifluoro-methyl)phenyl)-3,7-dihydro-4H-pyrrolo[2,3-d]pyrimidin-4-one NC=1NC(C2=C(N1)NC(=C2C2=C(C=CC=C2)C(F)(F)F)C2=CC=CC=C2)=O